4-[[methyl(oxo)-λ6-sulfanylidene]amino]aniline CS(=O)=NC1=CC=C(N)C=C1